oxalosuccinate C(=O)(C(=O)O)C(C(=O)[O-])CC(=O)[O-]